C(C)(=O)C=1C(=C(CC=2NC3=CC=C(C=C3C2CC2=C(C(=CC(=C2O)C)C(C)=O)O)NC(CN2CCN(CC2)C)=O)C(=C(C1)C)O)O N-(2,3-bis(3-acetyl-2,6-dihydroxy-5-methylbenzyl)-1H-indol-5-yl)-2-(4-methylpiperazin-1-yl)acetamide